CC1=C(C=2N(C=C1C=1NC3=CC=C(C=C3C1C(C)C)C1CN(C1)CC(C)(O)C)N=CN2)C 1-(3-(2-(7,8-Dimethyl-[1,2,4]triazolo[1,5-a]pyridin-6-yl)-3-isopropyl-1H-indol-5-yl)azetidin-1-yl)-2-methylpropan-2-ol